Cis-6-Bromo-3-(4-(3,4-dimethyl-2-(1H-pyrazol-4-yl)piperazin-1-yl)pyrimidin-2-yl)imidazo[1,2-a]pyrazine BrC=1N=CC=2N(C1)C(=CN2)C2=NC=CC(=N2)N2[C@H]([C@H](N(CC2)C)C)C=2C=NNC2